2-(((2-heptylundecanoyl)oxy)methyl)propyloctadeca-9,12-dienoate C(CCCCCC)C(C(=O)OCC(COC(CCCCCCCC=CCC=CCCCCC)=O)C)CCCCCCCCC